(3-chloro-4,5,6,7-tetrahydropyrazolo[1,5-a]pyridin-2-yl)-5-(methylamino)pyrazole-4-carbonitrile ClC=1C(=NN2C1CCCC2)C2=NNC(=C2C#N)NC